BrC1=NC(=CC2=C1OCC(O2)CO)SC (5-bromo-7-(methylthio)-2,3-dihydro-[1,4]dioxino[2,3-c]pyridin-2-yl)methanol